methyl (2S,4R)-1-((anthracene-2-carbonyl)glycyl)-4-(methylthio)pyrrolidine-2-carboxylate C1=C(C=CC2=CC3=CC=CC=C3C=C12)C(=O)NCC(=O)N1[C@@H](C[C@H](C1)SC)C(=O)OC